COC1=NC=C(C(=N1)OC)C=1C=C(C=2N(N1)C(=CN2)F)N2CC1(CC1)C(C2)F 6-(2,4-dimethoxypyrimidin-5-yl)-3-fluoro-8-(7-fluoro-5-azaspiro[2.4]heptan-5-yl)imidazo[1,2-b]pyridazine